N1=C(C=CC=C1)C1=NC=CC=C1.[Re] Rhenium Bipyridine